5-[[2-[(3S,5R)-3-(aminomethyl)-4,4-difluoro-5-methyl-1-piperidinyl]-5-chloro-pyrimidin-4-yl]amino]-3-(3-hydroxy-3-methyl-butyl)-1-methyl-benzimidazol-2-one NC[C@H]1CN(C[C@H](C1(F)F)C)C1=NC=C(C(=N1)NC1=CC2=C(N(C(N2CCC(C)(C)O)=O)C)C=C1)Cl